6-tert-butyl-9-[2-(cyclopropoxymethyl)thiazol-5-yl]-10-methoxy-2-oxo-6,7-dihydro-2H-pyrido[2,1-a]isoquinoline-3-carboxylic Acid C(C)(C)(C)C1N2C(C3=CC(=C(C=C3C1)C1=CN=C(S1)COC1CC1)OC)=CC(C(=C2)C(=O)O)=O